CC1CN(CC1)C=1C=C(C=CC1C(=O)N1CCC(CC1)C(F)(F)F)NC(=O)C1CC1 N-[3-(3-methylpyrrolidin-1-yl)-4-[4-(trifluoromethyl)piperidine-1-carbonyl]phenyl]cyclopropanecarboxamide